C[Sn](C=1SC=CC1)(C)C trimethyl-2-thienyl-stannane